1-(1-(3-Chlorophenyl)-2-((2,2-difluoroethyl)(methyl)amino)ethyl)-4-(5-morpholino-1H-pyrrolo[2,3-b]pyridin-3-yl)pyridin-2(1H)-one ClC=1C=C(C=CC1)C(CN(C)CC(F)F)N1C(C=C(C=C1)C1=CNC2=NC=C(C=C21)N2CCOCC2)=O